C(C1=CC=CC=C1)NC1=NC=C(C(=N1)N)OC1=C(C=C(C(=C1)Cl)OC)C(C)C N2-Benzyl-5-(5-chloro-2-isopropyl-4-methoxy-phenoxy)-pyrimidine-2,4-diamine